8-chlorobenzo[B]naphtho[2,3-d]furan ClC1=CC2=CC3=C(C4=C(O3)C=CC=C4)C=C2C=C1